2-[4-[4-[2-[(1S)-1-(6,7-dihydro-5H-pyrrolo[1,2-c]imidazol-1-yl)-2-oxo-2-(thiazol-2-ylamino)ethyl]-7-fluoro-3-oxo-isoindolin-5-yl]phenyl]-1-piperidyl]acetic acid C1(=C2N(C=N1)CCC2)[C@@H](C(NC=2SC=CN2)=O)N2CC1=C(C=C(C=C1C2=O)C2=CC=C(C=C2)C2CCN(CC2)CC(=O)O)F